asparaginyl-phenol N[C@@H](CC(N)=O)C(=O)C1=C(C=CC=C1)O